N(=[N+]=[N-])[C@@H]1[C@H]([C@@H](SC=2C(=NC=C(C2)Br)C#N)O[C@@H]([C@@H]1O)CO)OC 5-Bromo-2-cyanopyridin-3-yl 3-azido-3-deoxy-2-O-methyl-1-thio-α-D-galactopyranoside